ClC=1C=CC(=C(C1)[C@H]1C[C@H](C1)NC(=O)C1=CC(=NN1C)[C@H](C)C=1C=NC(=CC1C)N1C([C@@H]2C[C@@H]2C1)=O)C#N N-((cis)-3-(5-chloro-2-cyanophenyl)cyclobutyl)-1-methyl-3-((R)-1-(4-methyl-6-((1R,5S)-2-oxo-3-azabicyclo[3.1.0]hexan-3-yl)pyridin-3-yl)ethyl)-1H-pyrazole-5-carboxamide